FC(OC=1C=C(C=CC1)N1C=CC2=CC(=CC=C12)C(=O)O)F 1-(3-(difluoromethoxy)phenyl)-1H-indole-5-carboxylic acid